ClC1=CC=C(C=C1)CC1C(C(CC1)(C(=O)[O-])C)O 3-[(4-chlorophenyl) methyl]-2-hydroxy-1-methyl-cyclopentanecarboxylate